C(C)(C)(C)OC(=O)N1C(CCC1)C1=CC(=NC=C1)CO (2-(hydroxymethyl)pyridin-4-yl)pyrrolidine-1-carboxylic acid tert-butyl ester